C1(CC2C(CC1)O2)COC(=O)C2CC1C(CC2)O1.C(C)(=O)OC1=C2C(=CNC2=CC=C1)CCN(C)C 4-acetoxy-3-(N,N-dimethylaminoethyl)indole 3,4-epoxycyclohexylmethyl-3,4-epoxycyclohexanecarboxylate